(2,4-dimethylphenyl)boronic acid CC1=C(C=CC(=C1)C)B(O)O